CNS(OCC(=O)NC=1SC(=C(N1)CN1CCOCC1)CC1=CC(=CC=C1)Cl)(=O)=O 2-((5-(3-chlorobenzyl)-4-(morpholinomethyl)thiazol-2-yl)amino)-2-oxoethyl methylsulfamate